S1C(=NC=C1)C=1N=NN(C1)[C@@H]1[C@H]([C@@H](SC2=CC(=C(C=C2)Cl)Cl)O[C@@H]([C@@H]1O)CO)O.C(C1=CC=CC=C1)NCCN N-benzyl Ethylenediamine 3,4-dichlorophenyl 3-deoxy-3-[4-(2-thiazolyl)-1H-1,2,3-triazol-1-yl]-1-thio-alpha-D-galactopyranoside